rac-N-[(3S,4R)-4-({[(1s,4S)-4-tert-butylcyclohexyl]oxy}methyl)-7-methyl-6-oxo-1,3,4,6-tetrahydro-2H-quinolizin-3-yl]ethanesulfonamide C(C)(C)(C)C1CCC(CC1)OC[C@H]1[C@H](CCC2=CC=C(C(N12)=O)C)NS(=O)(=O)CC |r|